O1CCOC12CCC(CC2)C2=CN=CS2 5-(1,4-dioxaspiro[4.5]dec-8-yl)thiazol